O=C(C(=O)OCCC)CCCC propyl 2-oxohexanoate